tert-butyl (3-(3,4-dihydroisoquinolin-2(1H)-yl)propyl)carbamate C1N(CCC2=CC=CC=C12)CCCNC(OC(C)(C)C)=O